11-(4-(1,1'-biphenyl-4-yl)-6-phenyl-1,3,5-triazin-2-yl)-12-(1,1'-biphenyl-3-yl)-11H,12H-indolo[2,3-a]carbazole C1(=CC=C(C=C1)C1=NC(=NC(=N1)C1=CC=CC=C1)N1C2=CC=CC=C2C2=CC=C3C(=C12)N(C=1C=CC=CC13)C=1C=C(C=CC1)C1=CC=CC=C1)C1=CC=CC=C1